tert-butyl 4-[[2-fluoro-6-methoxy-4-(2-methyl-1-oxo-2,7-naphthyridin-4-yl)phenyl]methyl]piperidine-1-carboxylate FC1=C(C(=CC(=C1)C1=CN(C(C2=CN=CC=C12)=O)C)OC)CC1CCN(CC1)C(=O)OC(C)(C)C